C(CC)C1=CSC=C1CCC 3,4-dipropylthiophene